5-(3,3a,4,5,6,6a-Hexahydro-2H-pyrrolo[3,4-b]pyrrol-1-ylmethyl)-N-[4-[4-[6-chloro-4-(trifluoromethyl)-2-pyridyl]piperazin-1-yl]sulfonylphenyl]-2-methoxy-benzamide N1(C2C(CC1)CNC2)CC=2C=CC(=C(C(=O)NC1=CC=C(C=C1)S(=O)(=O)N1CCN(CC1)C1=NC(=CC(=C1)C(F)(F)F)Cl)C2)OC